COC1=C(C=CC=C1)C1=CC(=NC=C1C(=O)NC=1SC2=C(N1)CN(C2)C(=O)[C@@H]2NC(CC2)=O)C |r| (Racemic)-4-(2-methoxyphenyl)-6-methyl-N-(5-(5-oxopyrrolidine-2-carbonyl)-5,6-dihydro-4H-pyrrolo[3,4-d]thiazol-2-yl)nicotinamide